cyclopentene-2-methanol C1=C(CCC1)CO